Br.C(C)N(CCO)CC 2-Diethylaminoethanol Hydrobromide